7-[1-(1-Cyano-4-piperidyl)-5-methyl-triazol-4-yl]-5-[1-(5-methyl-3-pyridyl)ethoxy]imidazo[1,2-a]pyridine-3-carbonitrile C(#N)N1CCC(CC1)N1N=NC(=C1C)C1=CC=2N(C(=C1)OC(C)C=1C=NC=C(C1)C)C(=CN2)C#N